ClC1=NC=C(C(=C1)C(=O)NCCC1=C(C=C(C=C1)Cl)Cl)OC1=CC=CC=C1 2-chloro-N-[2-(2,4-dichlorophenyl)ethyl]-5-phenoxy-pyridine-4-carboxamide